FC1=C(C=C(C=C1)C1=C(C=CC=C1C)C)[C@H](CC(=O)OCC)NC(=O)NC=1C(N(C=CC1O)C)=O ethyl (S)-3-(4-fluoro-2',6'-dimethylbiphenyl-3-yl)-3-(3-(4-hydroxy-1-methyl-2-oxo-1,2-dihydro pyridin-3-yl)ureido)propanoate